COC(=O)C=1C=C2NCCNC2=C(C1)[N+](=O)[O-] 8-nitro-1,2,3,4-tetrahydroquinoxaline-6-carboxylic acid methyl ester